C1=CC=C(C=C1)COC[C@@H]2[C@H]([C@@H](C=CO2)OCC3=CC=CC=C3)OCC4=CC=CC=C4 tri-O-benzyl-D-glucal